COC(COCOCC(C)OC)C bis(2-methoxypropoxy)methane